zinc sulfate cobalt [Co+2].S(=O)(=O)([O-])[O-].[Zn+2].S(=O)(=O)([O-])[O-]